C1(CC1)C1CN(CCN1)C=1N=NC(=CN1)C1=CC=C(C=2N=CSC21)C=2C=NNC2 7-[3-(3-cyclopropylpiperazin-1-yl)-1,2,4-triazin-6-yl]-4-(1H-pyrazol-4-yl)-1,3-benzothiazole